NCC#CC1=C(C(=O)OC)C=CC(=C1)OC(CCCCNC(C[C@H]1C=2N(C3=C(C(=N1)C1=CC=C(C=C1)Cl)C(=C(S3)C)C)C(=NN2)C)=O)=O methyl (S)-2-(3-aminoprop-1-yn-1-yl)-4-((5-(2-(4-(4-chlorophenyl)-2,3,9-trimethyl-6H-thieno[3,2-f][1,2,4]triazolo[4,3-a][1,4]diazepin-6-yl)acetamido)pentanoyl)oxy)benzoate